C(C)(C)(C)OC(NC1COC(OC1)[C@@H]1CC[C@H](CC1)N1C=C(C2=C1N=CN=C2N)I)=O (2-((trans)-4-(4-amino-5-iodo-7H-pyrrolo[2,3-d]pyrimidin-7-yl)cyclohexyl)-1,3-dioxan-5-yl)carbamic acid tert-butyl ester